tert-butyl 4-[[4-[2-[4-[2-[6-methyl-7-oxo-1-(p-tolylsulfonyl)pyrrolo[2,3-c]pyridin-4-yl]-4-nitrophenoxy]phenyl]ethyl]piperazin-1-yl]methyl]piperidine-1-carboxylate CN1C(C2=C(C(=C1)C1=C(OC3=CC=C(C=C3)CCN3CCN(CC3)CC3CCN(CC3)C(=O)OC(C)(C)C)C=CC(=C1)[N+](=O)[O-])C=CN2S(=O)(=O)C2=CC=C(C=C2)C)=O